N'-((1-(2,6-difluorophenyl)-1H-pyrazol-3-yl)methyl)-N-methylacetohydrazide FC1=C(C(=CC=C1)F)N1N=C(C=C1)CNN(C(C)=O)C